FC1(C[C@H]2COC[C@H](C1)N2C(=O)C=2C=C1N=C(C=NC1=CC2)C2=CC=1C(N=C2)=NN(C1)C)F ((1S,5S)-7,7-difluoro-3-oxa-9-azabicyclo[3.3.1]nonan-9-yl)(3-(2-methyl-2H-pyrazolo[3,4-b]pyridin-5-yl)-6-quinoxalinyl)methanone